FC(C(=O)O)(F)F.ClC=1C=C(C=CC1Cl)C1=CC=C(C=C1)SCC=1N=NNC1C(=O)O 4-(((3',4'-dichloro-[1,1'-biphenyl]-4-yl)thio)methyl)-1H-1,2,3-triazole-5-carboxylic acid 2,2,2-trifluoroacetate